2-methyl-2-propyl-propane-1,3-diol CC(CO)(CO)CCC